8-bromo-N-[(4-fluoro-1H-benzimidazol-2-yl)methyl]-2-(methanesulfonyl)pyrazolo[1,5-a][1,3,5]triazin-4-amine BrC=1C=NN2C1N=C(N=C2NCC2=NC1=C(N2)C=CC=C1F)S(=O)(=O)C